FC(CN1N=CC=2C1=NC(=NC2)N2CC1(CN(C1)C1=CC(=NC=C1)C(F)(F)F)CC2)F 6-[1-(2,2-difluoroethyl)-1H-pyrazolo[3,4-d]pyrimidin-6-yl]-2-[2-(trifluoromethyl)pyridin-4-yl]-2,6-diazaspiro[3.4]octane